ClC=1C=CC(=C(C1)C1=CC(N(C=C1F)C(CC1=CC=CC=C1)C1=NC2=C(N1)CCC(C2)C(=O)O)=O)N2N=NN=C2 2-(1-(4-(5-chloro-2-(1H-tetrazol-1-yl)phenyl)-5-fluoro-2-oxopyridin-1(2H)-yl)-2-phenylethyl)-4,5,6,7-tetrahydro-1H-benzo[d]imidazole-5-carboxylic acid